The molecule is a tryptophan derivative that is tryptophan substituted by a methyl group at position 5 of the indole ring. It is a non-proteinogenic alpha-amino acid and a tryptophan derivative. CC1=CC2=C(C=C1)NC=C2CC(C(=O)O)N